C(C=C)(=O)O.C(C=C)(=O)O.C(C)OCC(C1=C(C(=C(O)C(=C1OCC)OCC)OCC)OCC)(C)C1=CC=C(C=C1)O pentaethoxybisphenol a diacrylate